N-isopropyl-4-[6-[5-(6-methyl-2-pyridyl)-1H-imidazol-4-yl]-3-quinolyl]cyclohex-3-en-1-amine C(C)(C)NC1CC=C(CC1)C=1C=NC2=CC=C(C=C2C1)C=1N=CNC1C1=NC(=CC=C1)C